2-(4-fluorobenzylamino)-6-aminopurine FC1=CC=C(CNC2=NC(=C3NC=NC3=N2)N)C=C1